CC1=NN(C(=C1)C)CCN(CC[C@@H](C(=O)O)NC1=C2C(=NC=N1)N(N=C2)C)CCCCC2=NC=1NCCCC1C=C2 (S)-4-((2-(3,5-dimethyl-1H-pyrazol-1-yl)ethyl)(4-(5,6,7,8-tetrahydro-1,8-naphthyridin-2-yl)butyl)amino)-2-((1-methyl-1H-pyrazolo[3,4-d]pyrimidin-4-yl)amino)butanoic acid